(S)-N1-(1-(2-(2-Adamantylamino)-2-oxoethyl)-2-oxo-1,2-dihydropyridin-3-yl)-N6-methyl-2-(6-methylimidazo[2,1-b]thiazole-5-carboxamido)-5-oxohexandiamid C12C(C3CC(CC(C1)C3)C2)NC(CN2C(C(=CC=C2)NC([C@H](CCC(C(=O)NC)=O)NC(=O)C2=C(N=C3SC=CN32)C)=O)=O)=O